N-[1-[[4-[(3S)-2,3-dihydro-[1,4]dioxino[2,3-b]pyridin-3-yl]phenyl]methyl]-4-piperidyl]-2-(2-oxopyrrolidin-1-yl)acetamide O1C[C@@H](OC2=NC=CC=C21)C2=CC=C(C=C2)CN2CCC(CC2)NC(CN2C(CCC2)=O)=O